(2S)-2-amino-2-(1-phenyl-4-piperidinyl)acetic acid methyl ester COC([C@H](C1CCN(CC1)C1=CC=CC=C1)N)=O